C(C1=CC=CC=C1)SC=1C(=C(C=C(C1)Cl)C(C)(C)O)Cl 2-(3-(benzylthio)-2,5-dichlorophenyl)propan-2-ol